C(C)(C)(C)OC(=O)N1C(CCC1)C1=CC(=C(C=C1)C1N(CCC1)C(=O)OC(C)(C)C)OC tert-butyl 2-(4-(1-(tert-butoxycarbonyl) pyrrolidin-2-yl)-2-methoxyphenyl)-pyrrolidine-1-carboxylate